FC1=C(OC2=C(C=C(C=C2)NS(=O)(=O)CC)C=2C=CC3=C(C(=NO3)C)C2)C=CC(=C1)F N-(4-(2,4-difluorophenoxy)-3-(3-methylbenzo[d]isoxazol-5-yl)phenyl)ethanesulfonamide